1-[(1S)-1-(3,5-difluorophenyl)propyl]-2-(1-ethyl-1H-pyrazol-3-yl)-5-{[4-(6-fluoropyridin-3-yl)phenyl]methyl}-6-hydroxy-1,4-dihydropyrimidin-4-one FC=1C=C(C=C(C1)F)[C@H](CC)N1C(=NC(C(=C1O)CC1=CC=C(C=C1)C=1C=NC(=CC1)F)=O)C1=NN(C=C1)CC